COCCOCC=1C=C(C=CC1)C=1SC=C(N1)C(=O)OCC ethyl 2-(3-((2-methoxyethoxy)methyl)phenyl)thiazole-4-carboxylate